(S)-2-((S)-2-(6-(2,5-dioxo-2,5-dihydro-1H-pyrrol-1-yl)hexanamido)-3-methylbutanamido)-6-(dipropylamino)-N-(2-oxo-2-(((2,2,2-trifluoroethoxy)methyl)amino)ethyl)hexanamide O=C1N(C(C=C1)=O)CCCCCC(=O)N[C@H](C(=O)N[C@H](C(=O)NCC(NCOCC(F)(F)F)=O)CCCCN(CCC)CCC)C(C)C